(3-methyl-6-phenyl-5'-(trifluoromethyl)-[2,3'-bipyridin]-5-yl) carbamate C(N)(OC=1C=C(C(=NC1C1=CC=CC=C1)C=1C=NC=C(C1)C(F)(F)F)C)=O